(4-methoxyphenyl)(6-(methyl(7H-pyrrolo[2,3-d]pyrimidin-4-yl)amino)-2-azaspiro[3.3]heptan-2-yl)methanone COC1=CC=C(C=C1)C(=O)N1CC2(C1)CC(C2)N(C=2C1=C(N=CN2)NC=C1)C